S(=O)(=O)(O)C=1C(NN=NC1)=O sulfotriazinone